BrC1=CC=C(C=N1)CN1C(C=CC=C1)=NC(C(F)(F)F)=O N-[1-[(6-bromo-3-pyridyl)methyl]-2-pyridylidene]-2,2,2-trifluoroacetamide